C(C=C)C=1C=2CCCC2C(=C2CCCC12)NC(=O)N1N(C(=CC1)C(C)(C)O)C1=CC=CC=C1 (S)-N'-((8-allyl-1,2,3,5,6,7-hexahydro-s-indacen-4-yl)carbamoyl)-5-(2-hydroxypropan-2-yl)-1-phenyl-1H-pyrazole